N(=[N+]=[N-])[C@@H]1[C@H](COC2=CC=CC=C12)OCC1COC1 (3R,4S)-4-AZIDO-3-(OXETAN-3-YLMETHOXY)CHROMANE